C1(CCCCC1)C(CC(C(=O)OCC)CC(=O)OCC)(C(C)C1CCCCC1)C#N diethyl 2,3-dicyclohexyl-2-cyanobutylsuccinate